[C].[Al].[Cu] copper-aluminum carbon